ClC1=CC(=CC=2CN(CCOC21)CC=2C(=NNC2)OC)N2C=CC1=CC(=CC=C21)F 9-chloro-7-(5-fluoroindol-1-yl)-4-[(3-methoxy-1H-pyrazol-4-yl)methyl]-3,5-dihydro-2H-1,4-benzoxazepine